CC1=C(N(N=C1C2=CC=CC=C2)C)OCC3=CC=CC=C3N(C(=O)OC)OC The molecule is a carbamate ester that is the methyl ester of (2-{[(1,4-dimethyl-3-phenyl-1H-pyrazol-5-yl)oxy]methyl}phenyl)methoxycarbamic acid. A fungicide that is active against powdery mildew and other diseases. It has a role as a mitochondrial cytochrome-bc1 complex inhibitor and an antifungal agrochemical. It is a carbamate ester, an aromatic ether, a member of pyrazoles, a methoxycarbanilate strobilurin antifungal agent and a carbanilate fungicide.